C1=CC=CC=2OC3=CC=CC=C3C3(C12)C1=CC=CC=C1C=1C=CC=CC13 spiro[fluoren-9,9'-xanthene]